N1(CCC1)C(=O)C1(CC(C1)NC1=NN2C(C(=N1)OC)=C(C=C2)C=2C=C1C=CC=NC1=CC2)C Azetidin-1-yl-((1r,3r)-3-((4-methoxy-5-(quinolin-6-yl)pyrrolo[2,1-f][1,2,4]triazin-2-yl)amino)-1-methylcyclobutyl)methanone